[OH-].[Ti+] titanium(I) hydroxide